tert-butyl (R)-3-((S)-1-(tert-butoxy)-3-(3-(hydroxymethyl)phenyl)-1-oxopropan-2-yl)pyrrolidine-1-carboxylate C(C)(C)(C)OC([C@@H](CC1=CC(=CC=C1)CO)[C@@H]1CN(CC1)C(=O)OC(C)(C)C)=O